O=C(CCC(=O)O)N1C[C@H](CC1)OC1=C(C=CC(=C1)C(F)(F)F)C=1OC2=C(C=CC=C2C(C1)=O)Cl.ONC(CCCCCCNC(=O)C1CNCCC1)=O N-(7-(hydroxyamino)-7-oxoheptyl)piperidine-3-carboxamide 2-oxo-2-[(3S)-3-[2-(8-chloro-4-oxo-chromen-2-yl)-5-(trifluoromethyl)phenoxy]Pyrrolidin-1-yl]Ethyl-acetate